CN(CC(CNC(=O)C=1C=C(C=C(C1)C(=O)OC)C(=O)OC)O)C dimethyl 5-[[3-(dimethylamino)-2-hydroxy-propyl]carbamoyl]benzene-1,3-dicarboxylate